4-oxo-3-[2-(trifluoromethoxy)ethyl]imidazo[5,1-d][1,2,3,5]tetrazine-8-carbothioamide O=C1N2C(N=NN1CCOC(F)(F)F)=C(N=C2)C(N)=S